ClC1=C(C(=C(C(=C1C)/C=N/OC)O)C\C=C(\C=C\[C@@]1([C@H](/C(/CC[C@H]1C)=N/OC)C)C)/C)OCF 4-chloro-3-(fluoromethoxy)-2-[(2E,4E)-5-[(1R,2R,3E,6R)-3-(methoxyimino)-1,2,6-trimethylcyclohexyl]-3-methylpent-2,4-dien-1-yl]-6-[(1E)-(methoxyimino)methyl]-5-methylphenol